OC1=NC2=NC=CC=C2C=C1C(=O)OC methyl 2-hydroxy-1,8-naphthyridine-3-carboxylate